C(=C)C(C(=O)O)CCCC.C(CCCCC)(=O)OC=C vinyl hexanoate (vinyl caproate)